C(C1=CC=CC=C1)OC1=C(C=C(C=C1)C1=NC=2N(C(NC(C2N1C)=O)=O)CC(C(CF)F)O)F 8-(4-(benzyloxy)-3-fluorophenyl)-3-(3,4-difluoro-2-hydroxybutyl)-7-methyl-3,7-dihydro-1H-purine-2,6-dione